ClC1=CC(=C(C=C1Cl)NC1=NC(=NC=N1)NC=1C(=CC(=C(C1)NC(C=C)=O)N(C)CCN(C)C)OC)C(C)(C)O N-(5-(4-(4,5-dichloro-2-(2-hydroxypropan-2-yl)phenylamino)-1,3,5-triazin-2-ylamino)-2-((2-(dimethylamino)ethyl)(methyl)amino)-4-methoxyphenyl)acrylamide